(E)-1-(6-((4,4-difluorocyclohexyl)amino)-4-morpholinopyridin-2-yl)-3-(dimethylamino)prop-2-en-1-one FC1(CCC(CC1)NC1=CC(=CC(=N1)C(\C=C\N(C)C)=O)N1CCOCC1)F